C(CC(C)C)(=O)OCC(COC(CC(C)C)=O)(COC(CC(C)C)=O)COC(CC(C)C)=O pentaerythritol tetraisovalerate